C1(CC1)NC1=CC(N(C(N1CC)=O)C)=O 6-(cyclopropylamino)-1-ethyl-3-methylpyrimidine-2,4(1H,3H)-dione